3-geranyl-orsellinate C(\C=C(/C)\CCC=C(C)C)C1=C(C(C(=O)[O-])=C(C=C1O)C)O